COC=1C(=NC=CC1C1=NOC(=N1)COC)NC1=C(N=NC(=C1)NC(CC1COC1)=O)C(=O)NC([2H])([2H])[2H] 4-({3-methoxy-4-[5-(methoxymethyl)-1,2,4-oxadiazol-3-yl]pyridin-2-yl}amino)-N-(2H3)methyl-6-[2-(oxetan-3-yl)acetamido]pyridazine-3-carboxamide